FC1=C(/C=C/C2=CC=C(C3=CC=CC=C23)N(C)C)C=CC=C1 (E)-4-(2-fluorostyryl)-N,N-dimethyl-1-naphthylamine